BrC=1C=C(C=2C(NC(C2C1)=C=O)C1=C(C=CC(=C1)F)Cl)C(=O)NC1=CC(=CC(=C1)C(F)(F)F)F 6-bromo-3-(2-chloro-5-fluorophenyl)-N-(3-fluoro-5-(trifluoromethyl)phenyl)-1-carbonylisoindoline-4-carboxamide